OC1=C(C=C(C=C1N1N=C2C(=N1)C=CC=C2)C)CC2=C(C(=CC(=C2)C)N2N=C1C(=N2)C=CC=C1)O bis[2-hydroxy-5-methyl-3-(benzotriazol-2-yl)phenyl]methane